N=1NC=C2C1N=CC(=C2)C=O 2H-pyrazolo[3,4-b]Pyridine-5-carbaldehyde